(±)-N-(5-chloro-2-fluoro-4-(trifluoromethyl)phenyl)-3-(methylthio)-6,7,8,9-tetrahydro-5H-6,9-epiminocyclohepta[e][1,2,4]triazine-10-carboxamide ClC=1C(=CC(=C(C1)NC(=O)N1C2CCC1C1=C(N=C(N=N1)SC)C2)F)C(F)(F)F